COCCO[C@H]1CC[C@H](CC1)NC1=NN2C(C=N1)=C(C=C2)C2=CC=C1C(=N2)N(C(=N1)C)CCOC N-(cis-4-(2-methoxyethoxy)cyclohexyl)-5-(3-(2-methoxyethyl)-2-methyl-3H-imidazo[4,5-b]pyridin-5-yl)pyrrolo[2,1-f][1,2,4]triazin-2-amine